S(N)(OC[C@@H]1OC(O[C@H]1C1=C(C=C(C=C1)Cl)Cl)(CC)CC)(=O)=O ((4S,5S)-5-(2,4-dichlorophenyl)-2,2-diethyl-1,3-dioxolan-4-yl)methyl sulfamate